BrC=1N=C(C(=NC1)NC1CN(CC1)C)C 5-bromo-3-methyl-N-(1-methylpyrrolidin-3-yl)pyrazin-2-amine